methyl (2R,4S,5S,6R)-5-acetamido-4-((tert-butyldimethylsilyl)oxy)-6-((R)-((R)-2,2-dimethyl-1,3-dioxolan-4-yl)fluoromethyl)-2-(p-tolylthio)tetrahydro-2H-pyran-2-carboxylate C(C)(=O)N[C@@H]1[C@H](C[C@](O[C@H]1[C@@H](F)[C@@H]1OC(OC1)(C)C)(C(=O)OC)SC1=CC=C(C=C1)C)O[Si](C)(C)C(C)(C)C